[Cl-].[Cl-].[Cl-].C(CCC)O[Ti+3](OCCCC)OCCCC tributoxytitanium trichloride